L-2-aminoheptane NC(C)CCCCC